N(=[N+]=[N-])[C@H]1C[C@H](N(C1)S(=O)(=O)C1=C(C=CC=C1)[N+](=O)[O-])C(=O)N(C)CCOCCOCCN(C(OC(C)(C)C)=O)C Tert-butyl (2-(2-(2-((2S,4S)-4-azido-N-methyl-1-((2-nitrophenyl)sulfonyl)pyrrolidine-2-carboxamido)ethoxy)ethoxy)ethyl)(methyl)carbamate